(2-((R)-2-cyano-4,4-difluoropyrrolidin-1-yl)-2-oxoethyl)aminomethane C(#N)[C@@H]1N(CC(C1)(F)F)C(CNC)=O